C(#N)C(CNC=1C(=CC=C2C=CC(=CC12)C=1C=C(C=NC1)NC(C)=O)OC)=C N-(5-{8-[(2-cyano-2-methylideneethyl)amino]-7-methoxynaphthalen-2-yl}pyridin-3-yl)acetamide